8-((methoxymethoxy)methyl)-6a,7,8,9-tetrahydro-6H-pyrido[3,2-b]pyrrolo[1,2-d][1,4]oxazine COCOCC1CC2N(C3=C(OC2)C=CC=N3)C1